1',4'-Dihydro-2'H-spiro[cyclopropane-1,3'-quinolin]-2'-one N1C(C2(CC3=CC=CC=C13)CC2)=O